N(C(=O)C)C=1C=C(C=CC1)CC(=O)NC1=NC=C(C(=C1)Br)Cl 2-(3-acetaminophenyl)-N-(4-bromo-5-chloropyridin-2-yl)Acetamide